tert-Butyl 3-(5-bromobenzo[d]thiazol-2-yl)-2-(3-((2-methoxyethyl)amino)propanamido)-7-methyl-4,7-dihydrothieno[2,3-c]pyridine-6(5H)-carboxylate BrC=1C=CC2=C(N=C(S2)C2=C(SC=3C(N(CCC32)C(=O)OC(C)(C)C)C)NC(CCNCCOC)=O)C1